tert-butyl 4-(5-(4-methylpiperazin-1-yl)-1H-pyrrolo[2,3-b]pyridin-3-yl)-3,6-dihydropyridine-1(2H)-carboxylate CN1CCN(CC1)C=1C=C2C(=NC1)NC=C2C=2CCN(CC2)C(=O)OC(C)(C)C